3,3-difluoro-N-methoxy-N-methyl-cyclobutanecarboxamide FC1(CC(C1)C(=O)N(C)OC)F